2-[(3R)-3-({6,7-dimethoxy-1H,2H,3H-cyclopenta[b]quinolin-9-yl}amino)piperidin-1-yl]ethan-1-ol COC=1C(=CC=2C(=C3C(=NC2C1)CCC3)N[C@H]3CN(CCC3)CCO)OC